C(C)(=O)N1C[C@@H](CC1)NC(=O)[C@H](CCCNC1=C(C=C(C=C1)/C=C/C(=O)OC)[N+](=O)[O-])NC(=O)OC(C)(C)C methyl (2E)-3-(4-{[(4S)-4-{[(3R)-1-acetylpyrrolidin-3-yl]carbamoyl}-4-{[(tert-butoxy)carbonyl]amino} butyl]amino}-3-nitrophenyl)prop-2-enoate